17-(4-(((5s,8s)-4-hydroxy-3-mesityl-2-oxo-1-oxaspiro[4.5]dec-3-en-8-yl)oxy)piperidin-1-yl)-3,6,9,12,15-pentaoxaheptadecanoic acid OC1=C(C(OC12CCC(CC2)OC2CCN(CC2)CCOCCOCCOCCOCCOCC(=O)O)=O)C2=C(C=C(C=C2C)C)C